N2,N4-bis((1R,3R)-3-(4-fluorophenyl)cyclobutyl)-6-(6-(trifluoromethyl)pyridin-2-yl)-1,3,5-triazine-2,4-diamine FC1=CC=C(C=C1)C1CC(C1)NC1=NC(=NC(=N1)NC1CC(C1)C1=CC=C(C=C1)F)C1=NC(=CC=C1)C(F)(F)F